1-(3,4-epoxybutyl)-3-chlorobenzene C(CC1CO1)C1=CC(=CC=C1)Cl